tert-butyl-2-(5-{5-chloro-2-[(oxacyclohexan-4-yl)amino]pyrimidin-4-yl}-1-(2-hydroxyethyl)-3-oxo-2,3-dihydro-1H-isoindol-2-yl)-N-methylacetamide C(C)(C)(C)C(C(=O)NC)N1C(C2=CC=C(C=C2C1=O)C1=NC(=NC=C1Cl)NC1CCOCC1)CCO